3-Chloro-7-methyl-5,7-dihydro-6H-pyrrolo[2,3-c][1,5]naphthyridin-6-one ClC1=CN=C2C3=C(C(NC2=C1)=O)N(C=C3)C